O1C[C@@H](OC2=NC=CC=C21)C2=CC=C(CNC1CCN(CC1)S(=O)(=O)C)C=C2 N-{4-[(3S)-2,3-dihydro[1,4]dioxino[2,3-b]pyridin-3-yl]benzyl}-1-(methylsulfonyl)piperidin-4-amine